C1(CC1)C(=O)C=1N=C2N(N1)[C@@H](C[C@@H]2F)C2=CC(=CC(=C2)C(F)(F)F)F cyclopropyl((5S,7S)-7-fluoro-5-(3-fluoro-5-(trifluoromethyl)phenyl)-6,7-dihydro-5H-pyrrolo[1,2-b][1,2,4]triazol-2-yl)methanone